1-(iodomethyl)-2-oxabicyclo-[2.1.1]hexane ICC12OCC(C1)C2